C[C@]12OCC[C@@H]1[C@]1(CCCC([C@@H]1CC2)(C)C)C (-)-(3AR,5AS,9AS,9BR)-3A,6,6,9A-TETRAMETHYLDODECAHYDRONAPHTHO[2,1-B]FURAN